ClC1=CC=C(C(=N1)NC1=CC=C(CN2CCC(CC2)NC(OC(C)(C)C)=O)C=C1)[N+](=O)[O-] tert-butyl (1-(4-((6-chloro-3-nitropyridin-2-yl)amino)benzyl)piperidin-4-yl)carbamate